N-(5-bromo-1H-pyrrolo[3,2-b]pyridin-3-yl)-5-(trifluoromethyl)-1H-benzo[d]imidazol-2-amine BrC1=CC=C2C(=N1)C(=CN2)NC2=NC1=C(N2)C=CC(=C1)C(F)(F)F